[Pd].ClC=1C=CC=C(C(=O)NCC2=CC(=C(C(=C2)OC)OC)OC)C1 5-chloro-N-(3,4,5-trimethoxybenzyl)benzamide Palladium